1-(5-((2,3-dihydrobenzo[b][1,4]dioxin-5-yl)amino)-7-(methylamino)pyrazolo[1,5-a]pyrimidin-3-yl)-3-(3-hydroxycyclobutyl)urea O1C2=C(OCC1)C(=CC=C2)NC2=NC=1N(C(=C2)NC)N=CC1NC(=O)NC1CC(C1)O